FC(C(=O)O)(F)F.FC1=C(C(=O)NC2=C(C(=CC(=C2)F)C=2C3=C(N=CN2)NC(=C3)C3=CC=C(C=C3)OC3CCNCC3)C)C=CC(=C1)C(C)(C)O 2-Fluoro-N-(5-fluoro-2-methyl-3-(6-(4-(piperidin-4-yloxy)phenyl)-7H-pyrrolo[2,3-d]pyrimidin-4-yl)phenyl)-4-(2-hydroxyprop-2-yl)benzamide trifluoroacetate